rac-5-(methylcarbamoyl)-6-oxo-1-(1-(m-tolyl)ethyl)-1,6-dihydropyridine-3-carboxylic acid CNC(=O)C1=CC(=CN(C1=O)[C@H](C)C=1C=C(C=CC1)C)C(=O)O |r|